N(=[N+]=[N-])CC1=CC=C(C=C1)C1=CC=CC=C1 4-(azidomethyl)biphenyl